(R)-N-(2-(aminomethyl)butyl)-4-(dimethylamino)benzenesulfonamide NC[C@H](CNS(=O)(=O)C1=CC=C(C=C1)N(C)C)CC